3H-furan O1CCC=C1